(R)-2-(2-((6-(1-aminoisoquinolin-5-yl)-2,3-dihydro-1H-inden-1-yl)oxy)-3-cyanophenyl)acetic acid NC1=NC=CC2=C(C=CC=C12)C1=CC=C2CC[C@H](C2=C1)OC1=C(C=CC=C1C#N)CC(=O)O